C(C)C(CCCCCCC(N)N)CCCCC(CCCCC)CC 8,13-diethyloctadecanediamine